C1(CC1)COC1=NC=CC(=C1)C=1N=C(NC(C1)=O)C=1C=C(CC(C(=O)N)(C)C)C=CC1C(F)(F)F (3-{4-[2-(cyclopropylmethoxy)pyridin-4-yl]-6-oxo-1,6-dihydropyrimidin-2-yl}-4-(trifluoromethyl)benzyl)isobutyramide